NC=1C(=NC=C(C1)S(=O)(=O)C1=CC=C(C=C1)OC(F)(F)F)C(=O)NNC(CO[Si](C(C)C)(C(C)C)C(C)C)=O 3-amino-5-[4-(trifluoromethoxy)phenyl]sulfonyl-N'-(2-triisopropylsilyloxyacetyl)pyridine-2-carbohydrazide